CCCCCCCC/C=C\CCCCCCCCCC(=O)OC[C@H](COP(=O)(O)OC[C@H](CO)O)OC(=O)CCCCCCC/C=C\C/C=C\CCCC 1-(11Z-eicosenoyl)-2-(9Z,12Z-heptadecadienoyl)-glycero-3-phospho-(1'-sn-glycerol)